OC1=CC=C(C(=O)C2=CC=C(C=C2)C(C2=CC=C(C=C2)O)=O)C=C1 1,4-bis(4-hydroxybenzoyl)benzene